C(C1=CC=CC=C1)OCC1C(COCC1C1=CC=C(C=C1)Br)CO (4-((benzyloxy)methyl)-5-(4-bromophenyl)tetrahydro-2H-pyran-3-yl)methanol